3-{8,8-difluoro-7-hydroxy-5-(trifluoromethyl)bicyclo[4.2.0]oct-1,3,5-triene-2-enyloxy}-5-fluorobenzamide FC1(C(C2=C(C(=C=C=C12)OC=1C=C(C(=O)N)C=C(C1)F)C(F)(F)F)O)F